ClC1=NC(=CC(=C1)C=1C(=NN2C1N=C(C=C2)C(C(=O)N)C(C)(C)O)C2=CC(=CC=C2)C#N)C [3-(2-chloro-6-methyl-4-pyridinyl)-2-(3-cyanophenyl)pyrazolo[1,5-a]pyrimidin-5-yl]-3-hydroxy-3-methyl-butyramide